CS(=O)(=O)[O-].C(CCCCCCCCCC)[NH+]1CC(CC1)CCC 1-Undecyl-3-propylpyrrolidinium methansulfonat